ClC1=C(C=CC=C1OC)C=1C(=C2C(=NC(=NN2C1)C=1N(C=CN1)C)NC1CC(C1)OC)C1=CC=CC=C1 6-(2-Chloro-3-methoxyphenyl)-N-((1s,3s)-3-methoxycyclobutyl)-2-(1-methyl-1H-imidazol-2-yl)-5-phenylpyrrolo[2,1-f][1,2,4]triazin-4-amine